OC=1C(=NC=CC1OC)C(=O)N[C@H](C(=O)ON(C)C(C1=CC=C(C=C1)Cl)C1=CC=C(C=C1)Cl)C [bis(4-chlorophenyl)methyl-methyl-amino] (2S)-2-[(3-hydroxy-4-methoxy-pyridine-2-carbonyl) amino]propanoate